1-((8-(5-(((5-fluoro-2,3-dihydrobenzofuran-4-yl)methyl)amino)-[1,2,4]triazolo[4,3-c]pyrimidin-8-yl)-[1,2,4]triazolo[1,5-a]pyridin-5-yl)methoxy)-2-methylpropan-2-ol FC=1C=CC2=C(CCO2)C1CNC1=NC=C(C=2N1C=NN2)C=2C=1N(C(=CC2)COCC(C)(O)C)N=CN1